NC1=C(C=C(C=C1)Br)NC[C@@H]1[C@H](C1)CCOC1=C(C=NN1C)C=1C=C(C(=O)OC)C=C(N1)C methyl 2-(5-(2-((1R,2S)-2-(((2-amino-5-bromophenyl) amino) methyl) cyclopropyl) ethoxy)-1-methyl-1H-pyrazol-4-yl)-6-methylisonicotinate